FC1=CC(=C(C=C1F)NS(=O)(=O)C1=CC=C(C=C1)S(=O)(=O)N(C)C)N1CCCCC1 N1-(4,5-difluoro-2-(piperidin-1-yl)phenyl)-N4,N4-dimethylbenzene-1,4-disulfonamide